5-[1-[1-(3-bicyclo[1.1.1]pentanyl)pyrazol-4-yl]-5-methylindazol-6-yl]oxy-5,6,7,8-tetrahydronaphthalene-2-carbonitrile C12CC(C1)(C2)N2N=CC(=C2)N2N=CC1=CC(=C(C=C21)OC2C=1C=CC(=CC1CCC2)C#N)C